(Ra)-6-(1-(4-(Cyclohexyloxy)benzyl)-4-fluoro-1H-indol-7-carboxamido)spiro[3.3]heptan C1(CCCCC1)OC1=CC=C(CN2C=CC3=C(C=CC(=C23)C(=O)NC2CC3(CCC3)C2)F)C=C1